C(=O)([O-])OC(=O)OC(=O)[O-].[Al+3].C(=O)([O-])OC(=O)OC(=O)[O-].C(=O)([O-])OC(=O)OC(=O)[O-].[Al+3] aluminum tricarbonate